BrC=1C=C(C(=NC1)C1=NC2=C(N=NC(=C2)SC(F)(F)F)N1C)S(=O)(=O)CC 5-bromo-3-(ethanesulfonyl)-2-[7-methyl-3-[(trifluoromethyl)thio]imidazo[4,5-c]pyridazin-6-yl]pyridine